ClC=1C(=NC=C(C1)[N+](=O)[O-])N 3-chloro-5-nitropyridine-2-amine